NCCCCCCCCCCCCOC12CC3(CC(CC(C1)C3)C2)OCCCCCCCCCCCCN 1,3-di(12-aminododecyloxy)adamantane